ClC1=CC=C(C(=N1)C1=NOC(N1)=O)N[C@H](C)C=1C=C(C=C2C(C(=C(OC12)C1=NC(=CC=C1)OC)C)=O)C 3-[6-chloro-3-[[(1R)-1-[2-(6-methoxy-2-pyridyl)-3,6-dimethyl-4-oxo-chromen-8-yl]ethyl]amino]-2-pyridyl]-4H-1,2,4-oxadiazol-5-one